N-(3-((4-((7-(2,2,2-trifluoroethyl)quinazolin-4-yl)amino)piperidin-1-yl)methyl)phenyl)ethanesulfonamide FC(CC1=CC=C2C(=NC=NC2=C1)NC1CCN(CC1)CC=1C=C(C=CC1)NS(=O)(=O)CC)(F)F